[Si](C)(C)(C(C)(C)C)OC[C@H]1O[C@H]([C@H]2[C@@H]1OC(O2)(C)C)N (3aR,4R,6R,6aR)-6-(((tert-butyldimethylsilyl)oxy)methyl)-2,2-dimethyltetrahydrofuro[3,4-d][1,3]dioxol-4-amine